1-((S)-2-(3-((2-((2R,4S,5R)-5-fluoro-4-methoxy-2-methylpiperidin-1-yl)pyrimidin-4-yl)amino)-8-(3-((methylsulfonyl)methyl)azetidin-1-yl)isoquinolin-5-yl)pyrrolidin-1-yl)prop-2-en-1-one F[C@H]1[C@H](C[C@H](N(C1)C1=NC=CC(=N1)NC=1N=CC2=C(C=CC(=C2C1)[C@H]1N(CCC1)C(C=C)=O)N1CC(C1)CS(=O)(=O)C)C)OC